ClC1=C(C(N(C=C1)C1=CC=CC=C1)=O)C#N 4-chloro-2-oxo-1-phenyl-1,2-dihydropyridine-3-carbonitrile